(S)-1-((8-fluoro-4-(4-(trifluoromethyl)phenyl)phthalazin-1-yl)amino)-3-methoxypropan-2-ol FC=1C=CC=C2C(=NN=C(C12)NC[C@@H](COC)O)C1=CC=C(C=C1)C(F)(F)F